2-methyl-7-(piperazine-1-yl)-4-(trifluoromethyl)-1H-pyrrolo[2,3-c]pyridine hydrochloride Cl.CC1=CC=2C(=C(N=CC2C(F)(F)F)N2CCNCC2)N1